C(C1=CC=CC=C1)OC=1C=C(C=C(C1)OCC1=CC=CC=C1)C(C)O 1-(3,5-Bis(benzyloxy)phenyl)Ethan-1-ol